COC1=C(C=C2C=NN(C2=C1)C)N 6-methoxy-1-methyl-indazol-5-amine